tert-butyl peroxyoctanoate C(CCCCCCC)(=O)OOC(C)(C)C